FC(C)(F)C1=NC(=CC(=N1)NC1=CC(=NC=C1OC[C@@H](COC)C)NC(C)=O)C (R)-N-(4-((2-(1,1-difluoroethyl)-6-methylpyrimidin-4-yl)amino)-5-(3-methoxy-2-methylpropoxy)pyridin-2-yl)acetamide